4-(4-(trifluoromethyl)phenyl)(2-thiazolyl)nicotinic acid methyl ester COC(C1=C(N=CC=C1C1=CC=C(C=C1)C(F)(F)F)C=1SC=CN1)=O